[5-(2,4-dimethoxypyrimidin-5-yl)pyrimidin-2-yl]{[3-fluoro-1-(3-fluoro(2-pyridyl))cyclobutyl]methyl}amine COC1=NC=C(C(=N1)OC)C=1C=NC(=NC1)NCC1(CC(C1)F)C1=NC=CC=C1F